BrC1=NN(C(=C1)CC(C)C)C1(CCCCC1)C 3-Bromo-5-isobutyl-1-(1-methylcyclohexyl)-1H-pyrazole